ClC1=CC=C2C(=NN(C2=C1)C=1C=NC=CC1)C(C)N1N=C(C=2C1=NC=NC2N)C2=CC(=C(C=C2)OC)C 1-(1-(6-chloro-1-(pyridin-3-yl)-1H-indazol-3-yl)ethyl)-3-(4-methoxy-3-methylphenyl)-1H-pyrazolo[3,4-d]pyrimidin-4-amine